2,6-dimethyl-4-(1-(4-(trifluoromethoxy)phenyl)-1H-1,2,4-triazol-3-yl)aniline CC1=C(N)C(=CC(=C1)C1=NN(C=N1)C1=CC=C(C=C1)OC(F)(F)F)C